4-(2-fluorophenyl)-2,5-dimethylpyrimidine FC1=C(C=CC=C1)C1=NC(=NC=C1C)C